Trans-4-[[2-chloro-6-[4-[4-(4-methyl-2-oxo-pyrrolidin-1-yl)phenyl]sulfonylpiperazin-1-yl]-4-pyridyl]-difluoro-methyl]cyclohexanecarboxylic acid ClC1=NC(=CC(=C1)C([C@@H]1CC[C@H](CC1)C(=O)O)(F)F)N1CCN(CC1)S(=O)(=O)C1=CC=C(C=C1)N1C(CC(C1)C)=O